ethyl-methionine (S)-methyl-2-(5-(2-(acridin-1-yl)ethyl)-3-methyl-2-oxopyrazin-1(2H)-yl)-4-methylpentanoate C[C@@](C(=O)O)(CC(C)C)N1C(C(=NC(=C1)CCC1=CC=CC2=NC3=CC=CC=C3C=C12)C)=O.C(C)N[C@@H](CCSC)C(=O)O